2,7-bis(diphenylphosphoryl)-9,9-spirobifluorene C1(=CC=CC=C1)P(=O)(C1=CC=CC=C1)C1=CC=2C3(C4=CC(=CC=C4C2C=C1)P(=O)(C1=CC=CC=C1)C1=CC=CC=C1)C1=CC=CC=C1C=1C=CC=CC13